ClC1=NC=C(C(=C1)C=1C=NN(C1)C1CC1)C#CC=1C=NN(C1)C(C)C 2-chloro-4-(1-cyclopropylpyrazol-4-yl)-5-(2-(1-isopropylpyrazol-4-yl)ethynyl)pyridine